4-{(1R)-1-[({(6R)-6-(5-chloro-2-methoxybenzyl)-7-oxo-3-[(pyridin-2-yloxy)imino]-1,4-diazepan-1-yl}carbonyl)amino]propyl}benzoic acid ClC=1C=CC(=C(C[C@@H]2CNC(CN(C2=O)C(=O)N[C@H](CC)C2=CC=C(C(=O)O)C=C2)=NOC2=NC=CC=C2)C1)OC